2-fluoro-2',3',5',6,6',7-hexahydrospiro[cyclopenta[e]pyrazolo[1,5-a]pyrimidine-8,4'-pyran]-6-carbonitrile FC1=NN2C(N=CC3=C2C2(CCOCC2)CC3C#N)=C1